5-bromo-3-nitropyridin-2(1H)-one BrC=1C=C(C(NC1)=O)[N+](=O)[O-]